5-chloro-N-[3-fluoro-4-(2-{1-methyl-1H-imidazo[4,5-c]pyridin-7-yl}ethynyl)pyridin-2-yl]-2-methoxypyridine-3-sulfonamide ClC=1C=C(C(=NC1)OC)S(=O)(=O)NC1=NC=CC(=C1F)C#CC=1C2=C(C=NC1)N=CN2C